C12(CC(C1)C2)N2C[C@H](NS(C1=C2C=C(C(=C1)O\C=C(\C(=O)O)/F)SC)(=O)=O)COCC (S,Z)-3-((5-(bicyclo[1.1.1]pentan-1-yl)-3-(ethoxymethyl)-7-(methylthio)-1,1-dioxido-2,3,4,5-tetrahydrobenzo[f][1,2,5]thiadiazepin-8-yl)oxy)-2-fluoroacrylic acid